2-(5,5-dimethylcyclohexen-1-yl)-5-methyl-piperidine CC1(CCC=C(C1)C1NCC(CC1)C)C